N1N=C(C=C1)C1=NOC(=NO1)C1=NNC=C1 3,6-bis(1H-pyrazole-3-yl)-1,4,2,5-dioxadiazine